(4aR,8aS)-7-methyl-octahydro-1,4-methylenenaphthalen-6(2H)-one CC1C(C[C@@H]2C3CCC([C@@H]2C1)C3)=O